CC1(N(CCC2=C1N=C(N=C2N2[C@@H](COCC2)C)C2=C1C=CNC1=CC=C2)S(=O)(=O)C)C (R)-8,8-dimethyl-2-(1H-indol-4-yl)-7-methylsulfonyl-4-(3-methylmorpholin-4-yl)-5,6,7,8-tetrahydropyrido[3,4-d]pyrimidine